The molecule is a phenolate anion that is the conjugate base of 3,6-dichlorocatechol, obtained by deprotonation of one of the twophenolic hydroxy groups. Major structure at pH 7.3 (according to Marvin v 6.2.0.). It is a conjugate base of a 3,6-dichlorocatechol. C1=CC(=C(C(=C1Cl)O)[O-])Cl